C(C)(=O)OCOC1=C(C(N(N=C1C)C)=O)C=1C2=CC(=CC=C2C=C2C=CC(=CC12)F)C 5-[(acetoxy)methoxy]-4-(2-fluoro-7-methyl-9-anthryl)-2,6-dimethyl-3(2H)-pyridazinone